NC1=CC=C(C=C1)C#CC1=C2CN(C(C2=CC=C1)=O)C=1C=CC=C2C(=CNC12)C1=NC(=NC=C1C)NC1=NN(C(=C1)C)C 4-((4-aminophenyl)ethynyl)-2-(3-(2-((1,5-dimethyl-1H-pyrazol-3-yl)amino)-5-methylpyrimidin-4-yl)-1H-indol-7-yl)isoindolin-1-one